6-amino-2-(3,5-dichloro-4-[[6-hydroxy-5-(oxolan-3-yl)pyridazin-3-yl]oxy]phenyl)-4H-1,2,4-tri-azine-3,5-dione NC=1C(NC(N(N1)C1=CC(=C(C(=C1)Cl)OC=1N=NC(=C(C1)C1COCC1)O)Cl)=O)=O